ClC=1C(=NC=CC1C1=CC2=C(N=C(N=C2)N(C(OC(C)(C)C)=O)C)N2C1=NCCC2)NS(=O)(=O)C2=COC=C2 tert-butyl (6-(3-chloro-2-(furan-3-sulfonamido)pyridin-4-yl)-9,10-dihydro-8H-pyrido[1,6-a:2,3-d']dipyrimidin-2-yl)(methyl)carbamate